C(C)(C)(C)OC(N(C(=O)OC(C)(C)C)C1=NC=CC(=C1F)CBr)=O.O=C1N(CC2=C(C=CC=C12)CN1C(C(NC(C1([2H])[2H])([2H])[2H])([2H])[2H])([2H])[2H])C1C(NC(CC1)=O)=O 3-(1-oxo-4-((piperazin-1-yl-2,2,3,3,5,5,6,6-d8)methyl)isoindoline-2-yl)piperidine-2,6-dione tert-butyl-N-[4-(bromomethyl)-3-fluoro-2-pyridyl]-N-tert-butoxycarbonyl-carbamate